lanthanum hydroxide phosphate P(=O)([O-])([O-])O.[OH-].[La+3]